ClC=1C=C(C=NC1N1N=CC=N1)NC(=O)[C@@H]1C[C@](C2=C1C=NC=1N2N=C(C1)F)(C(F)(F)F)C (6R,8R)-N-(5-chloro-6-(2H-1,2,3-triazol-2-yl)pyridin-3-yl)-2-fluoro-8-methyl-8-(trifluoromethyl)-7,8-dihydro-6H-cyclopenta[e]pyrazolo[1,5-a]pyrimidine-6-carboxamide